(2-bromo-6-methylphenyl)methanol BrC1=C(C(=CC=C1)C)CO